7-bromo-1,5-dichloroisoQuinoline BrC1=CC(=C2C=CN=C(C2=C1)Cl)Cl